sodium 1-(dodeca-11-en-1-yl (amyl) carbamoyl)-2-naphthoate C(CCCCCCCCCC=C)N(C(=O)C1=C(C=CC2=CC=CC=C12)C(=O)[O-])CCCCC.[Na+]